2-(5-Chloro-3-methyl-1H-pyrazol-4-yl)-7-fluoro-4-isopropylquinolin ClC1=C(C(=NN1)C)C1=NC2=CC(=CC=C2C(=C1)C(C)C)F